C1(=CC=CC=C1)CS(=O)(=O)OC1=C(OC(C1=O)([2H])C1=C(C(=CC=C1)Cl)Cl)N 2-amino-5-(2,3-dichlorophenyl)-4-oxo-4,5-dihydrofuran-3-yl-5-d phenylmethanesulfonate